N[C@H]1C[C@H](CCC1)N1C=NC2=C1C(=CC(=C2)C#N)C 1-((1S,3R)-3-aminocyclohexyl)-7-methyl-1H-benzo[d]imidazole-5-carbonitrile